CC1=C(OC=2CCC3=CN(N=C3C21)CC2=NC=CC=C2)C(=O)NC=2C=NC=CC2 8-Methyl-N-(pyridin-3-yl)-2-(pyridin-2-ylmethyl)-4,5-dihydro-2H-furo[2,3-g]indazol-7-carboxamid